CO\N=C/1\C[C@H](N(C1)C(=O)C1=CC=C(C=C1)C1=C(C=CC=C1)C)CNC(OC)=O.C(C)O[Si](CCCNCCN)(OCC)OCC N-[3-(triethoxysilyl) propyl] ethylenediamine Methyl (S,Z)-((4-(methoxyimino)-1-(2'-methyl-[1,1'-biphenyl]-4-carbonyl)pyrrolidin-2-yl)methyl)carbamate